CC1=C2C(=NC=C1)C(=CN2)C=O 7-METHYL-1H-PYRROLO[3,2-B]PYRIDINE-3-CARBALDEHYDE